2-(furan-2-yl)-5-methyl-1,3,4-thiadiazole O1C(=CC=C1)C=1SC(=NN1)C